4-(((1s,4R)-4-hydroxy-4-methylcyclohexyl)ethynyl)-7-isopropoxy-1-(((S)-5-oxopyrrolidin-2-yl)methoxy)isoquinoline-6-carboxamide OC1(CCC(CC1)C#CC1=CN=C(C2=CC(=C(C=C12)C(=O)N)OC(C)C)OC[C@H]1NC(CC1)=O)C